N-(4-(2-(2-aminopyridin-3-yl)-5-phenyl-3H-imidazo[4,5-b]pyridin-3-yl)benzyl)-3-(2-(ethylamino)-2-oxoethyl)benzamide NC1=NC=CC=C1C1=NC=2C(=NC(=CC2)C2=CC=CC=C2)N1C1=CC=C(CNC(C2=CC(=CC=C2)CC(=O)NCC)=O)C=C1